(2R)-N-tert-butyl-2-(methylamino)propanamide C(C)(C)(C)NC([C@@H](C)NC)=O